4-[4-[(3S)-1-(3-Fluoropropyl)pyrrolidin-3-yl]oxyphenyl]-3-[4-(trifluoromethoxy)phenyl]-2H-thiochromen-7-ol FCCCN1C[C@H](CC1)OC1=CC=C(C=C1)C1=C(CSC2=CC(=CC=C12)O)C1=CC=C(C=C1)OC(F)(F)F